NC=1N=C(SC1C(=O)C1=CC(=NO1)C(=O)NC=1C=NC=CC1)N(C1=CC=C(C=C1)F)[C@@H](C(=O)N)C |r| rac-5-[4-amino-2-(N-(2-amino-1-methyl-2-oxo-ethyl)-4-fluoro-anilino)thiazole-5-carbonyl]-N-(3-pyridyl)isoxazole-3-carboxamide